4-(4-aminophenyl)-3-(2-methoxy-2-oxoethyl)piperazine-1-carboxylic acid tert-butyl ester C(C)(C)(C)OC(=O)N1CC(N(CC1)C1=CC=C(C=C1)N)CC(=O)OC